CC(C=C)S(=O)(=O)O 1-methylallyl-sulfonic acid